3-BUTOXYCARBONYLAMINOPHENYLBORONIC ACID C(CCC)OC(=O)NC=1C=C(C=CC1)B(O)O